S1(CC=CC=C1)(=O)=O 2H-1lambda6-thiopyran-1,1-dione